N-([1,2,4]Triazolo[4,3-a]pyridin-8-yl)-N-(2-(benzylamino)-2-oxo-1-phenylethyl)-propiolamide N=1N=CN2C1C(=CC=C2)N(C(C#C)=O)C(C(=O)NCC2=CC=CC=C2)C2=CC=CC=C2